O=C1N(C2=C(OC1)C(=CC=C2)C2CCNCC2)C2C(NC(CC2)=O)=O 3-(3-oxo-8-(piperidin-4-yl)-2H-benzo[b][1,4]oxazin-4(3H)-yl)piperidine-2,6-dione